3-amino-N-[(6S)-2-[(3S,4R)-3-amino-4-(methoxymethyl)pyrrolidin-1-yl]-5,6,7,8-tetrahydroquinolin-6-yl]-6-methylthieno[2,3-b]pyridine-2-carboxamide NC1=C(SC2=NC(=CC=C21)C)C(=O)N[C@@H]2CC=1C=CC(=NC1CC2)N2C[C@H]([C@@H](C2)COC)N